OCC1=CC=C(C=O)C=C1 4-(hydroxymethyl)benzaldehyde